NC1=NC(=CC=C1NC(OCC)=O)NCC1=CC(=CC=C1)C Ethyl (2-amino-6-((3-methylbenzyl)amino)pyridin-3-yl)carbamate